NC1=CC=C(C=C1)NC(=O)C1=CC=C(C=C1)C(=O)NC1=CC=C(C=C1)N (N,N'-bis(4-aminophenyl))benzene-1,4-dicarboxamide